ClC=1C=C(C=C(C1)Cl)C=1C=CC=C2C(=C(C=NC12)NC(=O)C1CCCC2=CC=CC=C12)OC(C)C N-(8-(3,5-dichlorophenyl)-4-isopropoxyquinolin-3-yl)-1,2,3,4-tetrahydronaphthalen-1-carboxamide